C=C(C)C1=CC=CC(=N1)C[C@@H]1N(CCC[C@@H]1NS(=O)(=O)C=C)C(=O)OC(C)C isopropyl cis-2-((6-(prop-1-en-2-yl)pyridin-2-yl)methyl)-3-((vinylsulfonyl)amino)piperidine-1-carboxylate